COC(C[C@@H](C(C)(C)C)N1C(=NC2=C1C=C(C=C2)C(NC)=O)C2=CC(=C1C=NNC1=C2)F)=O (3S)-3-(2-(4-fluoro-1H-indazol-6-yl)-6-(methylcarbamoyl)-1H-benzo[d]imidazol-1-yl)-4,4-dimethylvaleric acid methyl ester